ethyl 4-(((1S,3S)-3-hydroxycyclopentyl)(methyl)amino)-1H-pyrrolo[2,3-b]pyridine-5-carboxylate O[C@@H]1C[C@H](CC1)N(C1=C2C(=NC=C1C(=O)OCC)NC=C2)C